FCCOC=1C(=NC(=NC1OC)NS(=O)(=O)C1=CNC(=C1)C=1SC=CN1)OC N-(5-(2-fluoroethoxy)-4,6-dimethoxypyrimidin-2-yl)-5-(thiazol-2-yl)-1H-pyrrol-3-sulfonamide